2-((R)-2-(6-((2S,4S)-4-((5-(1H-pyrazol-1-yl)pyridine-2-yl)oxy)-2-((difluoromethoxy)methyl)pyrrolidin-1-yl)nicotinylamino)-2-(4-(ethylsulfonyl)phenyl)ethoxy)acetic acid N1(N=CC=C1)C=1C=CC(=NC1)O[C@H]1C[C@H](N(C1)C1=NC=C(CN[C@@H](COCC(=O)O)C2=CC=C(C=C2)S(=O)(=O)CC)C=C1)COC(F)F